C1NCCC2=C1NC1=CC=CC=C21 2,3,4,9-tetrahydro-pyrido[3,4-b]indole